(6-nitrobenzotriazol-1-yloxy)tris(pyrrolidinyl)phosphonium hexafluorophosphate F[P-](F)(F)(F)(F)F.[N+](=O)([O-])C=1C=CC2=C(N(N=N2)O[P+](N2CCCC2)(N2CCCC2)N2CCCC2)C1